FC(C1=NN(C=C1NC(=O)C=1C=NN2C1N=C(C=C2)N2CCOCC2)C2CCC(CC2)CCN2CCC1(CCN(CC1)C(=O)OC(C)(C)C)CC2)F tert-Butyl 9-(2-((1R,4R)-4-(3-(difluoromethyl)-4-(5-morpholinopyrazolo[1,5-a]pyrimidine-3-carboxamido)-1H-pyrazol-1-yl)cyclohexyl)ethyl)-3,9-diazaspiro[5.5]undecane-3-carboxylate